N[C@H]1C2=CC(=CC=C2CC12CCN(CC2)C=2N=C1C(=NC2)N=C(C=C1)SC1=C(C(=NC=C1)N)Cl)C#N (R)-1-amino-r-(6-((2-amino-3-chloropyridin-4-yl)thio)pyrido[2,3-b]pyrazin-2-yl)-1,3-dihydrospiro[indene-2,4'-piperidine]-6-carbonitrile